2,2-dimethyl-tetrahydrocyclopenta[d][1,3]dioxol-4-one CC1(OC2C(O1)CCC2=O)C